(S)-8-(3-chloro-5-(trifluoromethyl)phenyl)-1,3,4,12a-tetrahydrobenzo[e]pyrazino[1,2-a][1,4]diazepine-6,12(2H,11H)-dione 2,2,2-trifluoroacetate FC(C(=O)O)(F)F.ClC=1C=C(C=C(C1)C(F)(F)F)C1=CC2=C(NC([C@H]3N(C2=O)CCNC3)=O)C=C1